The molecule is an apo carotenoid triterpenoid that is tetracosane which is substituted by methyl groups at positions 2, 6, 10, 15, 19, and 23, and contains double bonds at the 2-3 and 22-23 positions, and E-double bonds at the 4-5, 6-7, 8-9, 10-11, 12-13, 14-15, 16-17, and 18-19 positions. It is a yellow carotenoid pigment of Staphylococcus aureus. It is an apo carotenoid triterpenoid, a triterpene and a polyene. CC(=CCC/C(=C/C=C/C(=C/C=C/C=C(\\C)/C=C/C=C(\\C)/C=C/C=C(C)C)/C)/C)C